C(#N)C=1C=CC(=C2C=CC=NC12)[C@H]1NC=CN(C1)C (R)-2-(8-cyanoquinolin-5-yl)-4-methyl-1,2,3,4-tetrahydropyrazine